C(C)(C)(C)OC(=O)N[C@@H](/C=C/C(=O)OCC)CSC(C1=CC=CC=C1)(C1=CC=CC=C1)C1=CC=CC=C1 Ethyl (S,E)-4-tert-butoxycarbonylamino-5-(triphenylmethylthio)-penta-2-enoate